2,4-dihydroxy-3,3-dimethylbutyric acid OC(C(=O)O)C(CO)(C)C